5-(2-ethoxy-3-pyridinyl)-N,1-bis(tetrahydrofuran-3-yl)pyrazolo[4,3-b]pyridin-7-amine C(C)OC1=NC=CC=C1C1=CC(=C2C(=N1)C=NN2C2COCC2)NC2COCC2